N-(2,5-dimethyl-4,5-dihydropyrido[3,4-e][1,2,4]triazolo[1,5-a]pyrazin-6-yl)cyclopropanecarboxamide CC1=NN2C(CN(C3=C2C=CN=C3NC(=O)C3CC3)C)=N1